1-hydroxy-1,3-dihydrobenzo[c][1,2]oxaborole-6-carboxylic acid perfluorophenyl ester FC1=C(C(=C(C(=C1F)F)F)F)OC(=O)C=1C=CC2=C(B(OC2)O)C1